(Z)-2-(1,3-dithian-2-yl)-4-methoxyphenyl 3-(2-chloropyridin-4-yl)acrylate ClC1=NC=CC(=C1)\C=C/C(=O)OC1=C(C=C(C=C1)OC)C1SCCCS1